NC1=C(C=C(C=C1F)F)O 2-amino-3,5-Difluorophenol